C(C)(C)(C)OC(=O)N1CCC(CC1)CC(=O)N1CCC(CC1)O 1-(1-t-butoxycarbonyl-4-piperidylacetyl)-4-hydroxypiperidine